C([C@H](CCCCNC(OC(C)(C)C)=O)NC(OCC1=CC=CC=C1)=O)NC(OCC1=CC=CC=C1)=O (S)-Dibenzyl tert-butyl hexane-1,2,6-triyltricarbamate